N[C@@H](CCCN)C(=O)C(C(=O)O)CCN L-Ornithyl-γ-aminobutyric acid